NC=1C(=NC(=C(N1)F)C1=CC=C(C=C1)N1CCNCC1)C1=CC=C2C(NC(=NC2=C1)C)=O 7-(3-amino-5-fluoro-6-(4-(piperazin-1-yl)phenyl)pyrazin-2-yl)-2-methylquinazolin-4(3H)-one